1-(3-chlorophenyl)-3-[2-hydroxy-1-[2-(2,2,2-trifluoroethoxy)pyridin-4-yl]ethyl]urea ClC=1C=C(C=CC1)NC(=O)NC(CO)C1=CC(=NC=C1)OCC(F)(F)F